methyl (S)-(7-((1-hydroxyhexan-3-yl)amino)-1-((4-methoxy-6-(piperidin-4-yl)pyridazin-3-yl)methyl)-1H-pyrazolo[4,3-d]pyrimidin-5-yl)carbamate OCC[C@H](CCC)NC=1C2=C(N=C(N1)NC(OC)=O)C=NN2CC=2N=NC(=CC2OC)C2CCNCC2